(S)-2-(2-((S)-1-(2,3-Difluorobenzyl)-5-oxopyrrolidin-2-yl)acetamido)-N,N,3-trimethylbutanamide FC1=C(CN2[C@@H](CCC2=O)CC(=O)N[C@H](C(=O)N(C)C)C(C)C)C=CC=C1F